C(C)OC(=O)C=1N=NC(=CC1O)O 4,6-Dihydroxypyridazine-3-carboxylic acid ethyl ester